CN(C)CC1CCN(CC1)C1=C(C=CC=C1)NS(=O)(=O)C1=CC=C(C=C1)S(=O)(=O)N(C)C N1-(2-(4-((dimethylamino)methyl)piperidin-1-yl)phenyl)-N4,N4-dimethylbenzene-1,4-disulfonamide